C(C)OC(=O)C=1C(=NNC1)S(=O)(=O)Cl 3-(Chlorosulfonyl)-1H-pyrazole-4-carboxylic acid ethyl ester